1-((6'-chloro-4'-(((1s,4s)-4-hydroxy-4-methylcyclohexyl)amino)-[2,3'-bipyridin]-4-yl)methyl)azetidin-3-ol ClC1=CC(=C(C=N1)C1=NC=CC(=C1)CN1CC(C1)O)NC1CCC(CC1)(C)O